C1(CCCC1)OC1=CC=C(C(NO)=N)C=C1 4-cyclopentyloxy-N-hydroxybenzimidamide